FC1=CC(=C2C=NN(C2=C1F)CCCOC)[C@H]1[C@@H](C1)C=1C=NC(=NC1)C1=NC=CC=N1 trans-6,7-difluoro-1-(3-methoxypropyl)-4-[2-(2-pyrimidin-2-ylpyrimidin-5-yl)cyclopropyl]indazole